[F].[F].S(=O)(=O)(O)OS(=O)(=O)O disulfate difluorine